(6S)-6-{2-Chloro-3-[4-(difluoro-methoxy)anilino]phenyl}-2-imino-6-methyl-3-(tetrahydro-pyran-4-yl)hexahydropyrimidin-4-one ClC1=C(C=CC=C1NC1=CC=C(C=C1)OC(F)F)[C@@]1(CC(N(C(N1)=N)C1CCOCC1)=O)C